ClCC1=CC=C(C=C)C=C1 4-chloromethyl-styrene